C1=C(C(=C(C(=C1[2H])[2H])[2H])[2H])[2H] Benzene-2,3,4,5,6-d5